ONCC1=CC=C(NC2=CC=C(C=C2)OC)C=C1 4-((hydroxyamino)methyl)-N-(4-methoxyphenyl)aniline